NC1=NC=C2N(C(N(C2=N1)[C@@H]1O[C@@H]([C@@H]([C@H]1O)F)[C@H](CC)O)=O)CC1CC1 2-amino-7-(cyclopropylmethyl)-9-((2R,3S,4R,5R)-4-fluoro-3-hydroxy-5-((S)-1-hydroxypropyl)tetrahydrofuran-2-yl)-7,9-dihydro-8H-purin-8-one